6-chloro-3-(6-methoxy-2-methylpyridin-3-yl)-1-(2-methoxy-4-methylphenyl)-2,3-dihydroquinazolin-4(1H)-one ClC=1C=C2C(N(CN(C2=CC1)C1=C(C=C(C=C1)C)OC)C=1C(=NC(=CC1)OC)C)=O